2-((((benzyloxy)carbonyl)amino)oxy)acetic acid C(C1=CC=CC=C1)OC(=O)NOCC(=O)O